FC[C@@H]1N(CC2(CC2)C1)C=1C=C2C(=CC=NC2=CC1)C(=O)O (R)-6-(6-(fluoromethyl)-5-azaspiro[2.4]heptan-5-yl)quinoline-4-carboxylic acid